tert-butyl 4-[4-[(4-chloro-5-phenoxy-2-pyridyl)amino]pyrido[3,2-d]pyrimidin-6-yl]piperazine-1-carboxylate ClC1=CC(=NC=C1OC1=CC=CC=C1)NC=1C2=C(N=CN1)C=CC(=N2)N2CCN(CC2)C(=O)OC(C)(C)C